1-chlorosilyl-2,2,4,4,6,6-hexamethylcyclotrisilazane Cl[SiH2]N1[Si](N[Si](N[Si]1(C)C)(C)C)(C)C